C[C@H]1CC[C@@H](N(C1)C(=O)OC(C)(C)C)C=1C=CC2=CN(N=C2C1)C1CC(N(CC1)C)(C)C tert-butyl (2R,5S)-5-methyl-2-[2-(1,2,2-trimethyl-4-piperidyl)indazol-6-yl]piperidine-1-carboxylate